FC1(CC(C1)(CC1=NN=CN1C)C=1C=C(C=CC1)N1C(C2=CC(=CC(=C2C1)C(F)(F)F)CN1C[C@H](NCC1)CC)=O)F (R)-2-(3-(3,3-difluoro-1-((4-methyl-4H-1,2,4-triazol-3-yl)methyl)cyclobutyl)phenyl)-6-((3-ethylpiperazin-1-yl)methyl)-4-(trifluoromethyl)isoindolin-1-one